C(#N)CN(S(=O)(=O)C)C1=CC=C(C=C1)C1=NC(=NC=C1)NC1=CC(=C(C=C1)N1CCOCC1)F N-(cyanomethyl)-N-(4-(2-(3-fluoro-4-morpholinophenyl-amino)pyrimidin-4-yl)phenyl)methane-sulfonamide